NCCCC#CC1=CC=C(C=C1)C=1CCN(CC1)CCC(C(=O)NO)(S(=O)(=O)C)C 4-(4-(4-(5-aminopentan-1-yn-1-yl)phenyl)-3,6-dihydropyridin-1(2H)-yl)-N-hydroxy-2-methyl-2-(methylsulfonyl)butanamide